(1R,3R)-7-(3-chloro-2-fluoro-6-(1H-tetrazol-1-yl)phenyl)-1-methyl-5-oxo-1,2,3,5-tetrahydroindolizine ClC=1C(=C(C(=CC1)N1N=NN=C1)C1=CC(N2CC[C@H](C2=C1)C)=O)F